C(CCCCCCC)C(CO)CCCCCCCC 2-Octyl-decanol